Cl.NC(=N)N GUANIDINE HYDROCHLORIDE